[Na+].S(=O)(=O)(OCC=C)[O-] allyl sulfate sodium salt